C(CCCCCCCCCCC)[Sn](C)(C)CCCCCCCCCCCC Dilauryl-dimethyl-tin